3-[5-[4-[[4-[(3R,5R)-5-[(5-bromo-1-methyl-6-oxo-pyridazin-4-yl)amino]-1-methyl-3-piperidyl]phenyl]methyl]piperazin-1-yl]-2-fluoro-phenyl]piperidine-2,6-dione BrC1=C(C=NN(C1=O)C)N[C@@H]1C[C@@H](CN(C1)C)C1=CC=C(C=C1)CN1CCN(CC1)C=1C=CC(=C(C1)C1C(NC(CC1)=O)=O)F